2-(1-ethyl-1H-pyrazol-4-yl)-5-fluoro-N4-((3R,5S)-5-methylpyrrolidin-3-yl)-7H-pyrrolo[2,3-d]pyrimidine-2,4-diamine C(C)N1N=CC(=C1)C1(N=C(C2=C(N1)NC=C2F)N[C@H]2CN[C@H](C2)C)N